ClC=1C=CC(=C(C1)C1=NN(C=C1NC(=O)C=1C=NN2C1N=CC=C2)C[C@@H](C)O)OC (R)-N-(3-(5-chloro-2-methoxyphenyl)-1-(2-hydroxypropyl)-1H-pyrazol-4-yl)pyrazolo[1,5-a]pyrimidine-3-carboxamide